COSC1=CC=C(C=C1)OP(OC1=CC=C(C=C1)SOC)(=O)C1=CC=CC=C1 phenyl-phosphonic acid di(4-methoxy thiophenyl) ester